2,3,5-trifluoro-4-hydroxy-N-({4-[3-(6-methoxypyridazin-3-yl)-1,2,4-oxadiazol-5-yl]bicyclo[2.2.2]octan-1-yl}methyl)benzamide zinc bis(diethyldithiocarbamate) C(C)N(C([S-])=S)CC.C(C)N(C([S-])=S)CC.[Zn+2].FC1=C(C(=O)NCC23CCC(CC2)(CC3)C3=NC(=NO3)C=3N=NC(=CC3)OC)C=C(C(=C1F)O)F